5-benzyl-2-((4-(pyrrolidin-1-yl)butyl)thio)-4,5-dihydro-1H-imidazole dihydrochloride Cl.Cl.C(C1=CC=CC=C1)C1CN=C(N1)SCCCCN1CCCC1